2-(1-cyclopropylethoxy)-4-(3-ethyl-4-methyl-5-oxo-4,5-dihydro-1H-1,2,4-triazol-1-yl)-5-fluoro-N-(pent-3-yl)benzamide C1(CC1)C(C)OC1=C(C(=O)NC(CC)CC)C=C(C(=C1)N1N=C(N(C1=O)C)CC)F